NC1=C(C2=C(C=3N(C(=C2)C)C=CN3)N1C1=C(C(=CC=C1C)OC)C)C(=O)N 8-amino-9-(3-methoxy-2,6-dimethylphenyl)-5-methyl-9H-imidazo[1,2-a]pyrrolo[2,3-c]pyridine-7-carboxamide